monosodium itaconic acid C(C(=C)CC(=O)O)(=O)O.[Na]